NC=1N=C(SC1C(C1=CC=C(C=C1)F)=O)N(C(OC(C)(C)C)=O)C1=CC=C(C=C1)F tert-butyl N-[4-amino-5-(4-fluorobenzoyl)thiazol-2-yl]-N-(4-fluorophenyl)carbamate